3-bromo-furo[3,2-c]pyridin-4-ylamine BrC1=COC2=C1C(=NC=C2)N